2-(5-Fluoropyridin-2-yl)-6,6-bis(methyl-d3)-6,7-dihydro-4H-pyrazolo[5,1-c][1,4]oxazine FC=1C=CC(=NC1)C1=NN2C(COC(C2)(C([2H])([2H])[2H])C([2H])([2H])[2H])=C1